5-(4-chloropiperazin-1-yl)-8-hydroxy-2,3-dihydro-1,4-benzodioxine ClN1CCN(CC1)C1=CC=C(C=2OCCOC21)O